[1-(cyanomethyl)cyclopropyl]methyl (8S)-5-(7H-pyrrolo[2,3-d]pyrimidin-4-yl)-5-azaspiro[2.5]octane-8-carboxylate N1=CN=C(C2=C1NC=C2)N2CC1(CC1)[C@H](CC2)C(=O)OCC2(CC2)CC#N